NC(CC[Si](OCC)(OCC)C)(N)N triaminopropyl-methyldiethoxysilane